P(O)(=O)(OP(=O)(O)OP(=O)(O)O)OC[C@@H]1[C@H]([C@H]([C@@H](O1)N1C(=O)NC(=O)C(=C1)OC)O)O 5-Methoxy-uridine triphosphate